ClC=1C(=NC(=NC1)N[C@@H]1C[C@H]2CO[C@@H]([C@H]1O)O2)C2=CC1=C(OCCN1C(C)C)C(=C2)F (1S,3R,4S,5R)-3-((5-chloro-4-(8-fluoro-4-isopropyl-3,4-dihydro-2H-benzo[b][1,4]oxazin-6-yl)pyrimidin-2-yl)amino)-6,8-dioxabicyclo[3.2.1]octan-4-ol